3-isopropenyl-N-methyl-4-[3-(trifluoromethyl)anilino]benzenesulfonamide C(=C)(C)C=1C=C(C=CC1NC1=CC(=CC=C1)C(F)(F)F)S(=O)(=O)NC